NC=1C(=C(C=C(C1C#N)C)C1=C(C=CC=C1)N1CCOCC1)C#N 3-amino-5-methyl-2'-morpholinyl-2,4-dicyanobiphenyl